(azetidin-3-yl)-6-chloro-4-(pyrrolidin-1-ylmethyl)-1H-pyrrolo[2,3-B]pyridine N1CC(C1)N1C=CC=2C1=NC(=CC2CN2CCCC2)Cl